2-isopropyl-6-methyl-4-(1-methyl-1H-pyrazol-4-yl)aniline C(C)(C)C1=C(N)C(=CC(=C1)C=1C=NN(C1)C)C